FC1=CC=C(C=C1)/C=C/C=1C=C(C=CC1)S(=O)(=O)NC1=CC(=C(C(=O)O)C=C1)O 4-[({3-[(E)-2-(4-fluorophenyl)vinyl]phenyl}sulfonyl)amino]-2-hydroxybenzoic acid